(2-{[(2S)-3-{[(3R,4R)-1-(4-chlorobenzyl)-3-methylpiperidin-4-yl]amino}-2-hydroxy-2-methylpropyl]oxy}-4-fluorophenyl)acetic acid ClC1=CC=C(CN2C[C@H]([C@@H](CC2)NC[C@](COC2=C(C=CC(=C2)F)CC(=O)O)(C)O)C)C=C1